4-((2S,3S,4R,5R)-3-(3,4-difluoro-2-methoxyphenyl)-4-methyl-5-(trifluoromethyl)tetrahydrofuran-2-carboxamido)picolinamide FC=1C(=C(C=CC1F)[C@H]1[C@H](O[C@H]([C@@H]1C)C(F)(F)F)C(=O)NC1=CC(=NC=C1)C(=O)N)OC